S1C=2N(C=NC1)N=CC(N2)=O 2H,8H-[1,2,4]triazino[3,2-b][1,3,5]thiadiazine-8-one